2-((3R,5r,7r)-adamantan-1-yl)-N-(2-aminoethyl)acetamide C12(CC3CC(CC(C1)C3)C2)CC(=O)NCCN